N,N-bis(2-chloroethyl)-1,1,1-trimethylsilan-amine ClCCN([Si](C)(C)C)CCCl